6-formyl-N-(3-(3-((4-methyl-4H-1,2,4-triazol-3-yl)methyl)oxetan-3-yl)phenyl)imidazo[1,2-a]pyridine-8-carboxamide C(=O)C=1C=C(C=2N(C1)C=CN2)C(=O)NC2=CC(=CC=C2)C2(COC2)CC2=NN=CN2C